3-(tert-butyl)-N-((S)-2-(2-((S)-spiro[2.3]hexane-1-carboxamido)pyridin-4-yl)-6,7,8,9-tetrahydro-5H-benzo[7]annulen-5-yl)-1,2,4-oxadiazole-5-carboxamide C(C)(C)(C)C1=NOC(=N1)C(=O)N[C@H]1CCCCC2=C1C=CC(=C2)C2=CC(=NC=C2)NC(=O)[C@H]2CC21CCC1